C1(CCCCC1)NC1=NC(=NC2=C(C(=C(C=C12)C(F)(F)F)C1=CC=C(C2=C1N=C(S2)N)F)F)OC[C@]21CCCN1C[C@@H](C2)F 4-(4-(cyclohexylamino)-8-fluoro-2-(((2R,7aS)-2-fluorotetrahydro-1H-pyrrolizin-7a(5H)-yl)methoxy)-6-(trifluoromethyl)quinazolin-7-yl)-7-fluorobenzo[d]thiazol-2-amine